5-cyano-2-(4,4-difluoroazepan-1-yl)-N-(2-(N-(2,4-dimethoxybenzyl)-N-(2,5-dimethoxybenzyl)aminosulfonyl)pyridin-4-yl)-6-methylnicotinamide C(#N)C=1C(=NC(=C(C(=O)NC2=CC(=NC=C2)S(=O)(=O)N(CC2=C(C=CC(=C2)OC)OC)CC2=C(C=C(C=C2)OC)OC)C1)N1CCC(CCC1)(F)F)C